C(C)(=O)OCCN1C(C=2C=C(C(=CC2C2=C1COC[C@H]2NC)F)F)=O (S)-2-(8,9-difluoro-1-(methylamino)-6-oxo-1,2,4,6-tetrahydro-5H-pyrano[3,4-c]isoquinolin-5-yl)ethyl acetate